OC(C)C1=CC(=C(OCCCC(=O)N)C=C1[N+](=O)[O-])OC 4-[4-(1-hydroxyethyl)-2-methoxy-5-nitrophenoxy]butanamide